C1(CC1)C(=O)N1CCC(CC1)N1N=CC(=C1)NC1=NC=C(C(=N1)C1=CC(=C(C=C1)O)F)C Cyclopropyl-(4-(4-((4-(3-fluoro-4-hydroxyphenyl)-5-methylpyrimidin-2-yl)amino)-1H-pyrazol-1-yl)piperidin-1-yl)methanone